C(C)(C)(C)OC(=O)N[C@H](C(=O)N[C@H]1CN(CC1)CCCC(=O)O)CCCN1C(=NC=C1)[N+](=O)[O-] 4-((R)-3-((S)-2-((tert-butoxycarbonyl)amino)-5-(2-nitro-1H-imidazol-1-yl)pentanamido)-pyrrolidin-1-yl)butanoic acid